FC1=CC=C(CN2C(C(=C(C3=CC=CN=C23)O)C(=O)NC2CC3(CC3)C2)=O)C=C1 1-(4-fluorobenzyl)-4-hydroxy-2-oxo-N-(spiro[2.3]hexan-5-yl)-1,2-dihydro-1,8-naphthyridine-3-carboxamide